C(#N)C=1C(=NC(=CC1C(F)(F)F)C)N1[C@@H](SCC1)C(=O)N(C=1C=C(C=CC1)C)C(C)C (S)-3-(3-cyano-6-methyl-4-(trifluoromethyl)pyridin-2-yl)-N-isopropyl-N-(m-tolyl)thiazolidine-2-carboxamide